methyl 8-methylimidazo[1,2-a]pyridine-6-carboxylate CC=1C=2N(C=C(C1)C(=O)OC)C=CN2